C1([C@H](O)[C@@H](O)[C@H](O)[C@H](O1)CO)C1=C(C=2C(C3=C(C=C(C=C3CC2C=C1C)OC)O)=O)O D-glucosyl-1,8-dihydroxy-3-methyl-6-methoxy-9-anthrone